(S)-3-(5-(((S)-1-((2-(2-hydroxypropan-2-yl)quinolin-6-yl)methyl)pyrrolidin-3-yl)oxy)-1-oxoisoindolin-2-yl)piperidine-2,6-dione OC(C)(C)C1=NC2=CC=C(C=C2C=C1)CN1C[C@H](CC1)OC=1C=C2CN(C(C2=CC1)=O)[C@@H]1C(NC(CC1)=O)=O